(S)-3-methoxy-4-(8-(piperidin-4-yl)-2,3-dihydrobenzo[b][1,4]dioxin-2-yl)benzonitrile COC=1C=C(C#N)C=CC1[C@H]1COC2=C(O1)C(=CC=C2)C2CCNCC2